C1(CCC1)C(=O)N1CCC(CC1)OC=1C=CC=C2C(=NN(C12)C)C1C(NC(CC1)=O)=O 3-(7-((1-(cyclobutanecarbonyl)piperidin-4-yl)oxy)-1-methyl-1H-indazol-3-yl)-piperidine-2,6-dione